Ethyl (R)-1-((5-(chlorosulfonyl)pyridin-2-yl)sulfonyl)piperidine-3-carboxylate ClS(=O)(=O)C=1C=CC(=NC1)S(=O)(=O)N1C[C@@H](CCC1)C(=O)OCC